N-[5-(2-chloro-5-cyanophenyl)-1-trityl-1H-indazol-3-yl]-3-[(2-fluoroethyl)amino]cyclobutanecarboxamide ClC1=C(C=C(C=C1)C#N)C=1C=C2C(=NN(C2=CC1)C(C1=CC=CC=C1)(C1=CC=CC=C1)C1=CC=CC=C1)NC(=O)C1CC(C1)NCCF